Cl.Cl.OCC1=NC2=C(N1CCC[C@H]1NCCC[C@@H]1O)C=CC(=C2C)C (2R,3S)-2-(3-(2-(hydroxymethyl)-4,5-dimethyl-1H-benzo[d]imidazol-1-yl)propyl)piperidin-3-ol dihydrochloride